ClC=1C=C(C=CC1C#N)CC(=O)NC1CN(C1)C1=CC(=C(C(=C1)F)C1C(NC(CC1)=O)=O)F 2-(3-chloro-4-cyanophenyl)-N-(1-(4-(2,6-dioxopiperidin-3-yl)-3,5-difluorophenyl)azetidin-3-yl)acetamide